2-[3-(3,3-dimethylpiperazin-1-yl)-1,2,4-triazin-6-yl]-5-(1H-pyrazol-4-yl)phenol dihydrochloride Cl.Cl.CC1(CN(CCN1)C=1N=NC(=CN1)C1=C(C=C(C=C1)C=1C=NNC1)O)C